C1(CC1)CN(C(=O)OCC1=C(C=NN1C)C1=CC=C(C(=N1)F)O[C@@H]1C[C@H](CCC1)C(=O)O)C |r| (+/-)-(1S,3S)-3-((6-(5-((((cyclopropylmethyl)(methyl)carbamoyl)oxy)methyl)-1-methyl-1H-pyrazol-4-yl)-2-fluoropyridin-3-yl)oxy)cyclohexane-1-carboxylic acid